2-bromobenzo[1,2-b:5,4-b']bisbenzofuran BrC=1C=CC2=C(C3=C(O2)C=C2OC4=C(C2=C3)C=CC=C4)C1